N1-methylpropane-1,3-diamine CNCCCN